dihydro1,5-naphthyridine N1CC=CC2=NC=CC=C12